C1[C@@]([C@H]([C@@H](O1)O[C@@H]2[C@H]([C@@H]([C@H](O[C@H]2OCCC3=CC=C(C=C3)O)CO)OC(=O)/C=C/C4=CC(=C(C=C4)O)O)O)O)(CO)O The molecule is a phenylethanoid that is the 4-O-E-caffeoyl-O-[beta-D-apiofuranosyl-(1->2)]-beta-D-glucopyranosyl derivative of 4-(2-hydroxyethyl)phenol. Isolated from Lepisorus contortus, it exhibits inhibitory activities against aromatase and NF-kappaB. It has a role as an EC 1.14.14.14 (aromatase) inhibitor, a NF-kappaB inhibitor and a plant metabolite. It is an alkyl caffeate ester, a beta-D-glucoside and a phenylethanoid.